BrCC(=O)C1=C(C=C(C=C1)NC(OC)=O)O methyl 4-(2-bromoacetyl)-3-hydroxyphenylcarbamate